C1=NC=C(C2=CC=CC=C12)N1C(NC[C@H]1C#N)=O (S)-3-(isoquinolin-4-yl)-2-oxoimidazoline-4-carbonitrile